(5-fluoropyridin-2-yl)-6-methylpicolinamide FC=1C=CC(=NC1)C=1C(=NC(=CC1)C)C(=O)N